ClC=1C=NC(=C(C(=O)NC2CCC(CC2)CN2C(N(C3=C2C=CC=C3)C3=CC=C2C(=NN(C2=C3)C3OCCCC3)Cl)=O)C1)C 5-chloro-N-((1r,4r)-4-((3-(3-chloro-1-(tetrahydro-2H-pyran-2-yl)-1H-indazol-6-yl)-2-oxo-2,3-dihydro-1H-benzo[d]imidazol-1-yl)methyl)cyclohexyl)-2-methylnicotinamide